10-(3-cyanopropyl)-3,6-bis(dimethylamino)acridinium iodide [I-].C(#N)CCC[N+]1=C2C=C(C=CC2=CC2=CC=C(C=C12)N(C)C)N(C)C